FC1=C2C(=C(\C(\C2=C(C=C1)F)=C/C1=CC(=CC=C1)C(F)(F)F)C)CC(=O)O (E)-2-(4,7-difluoro-2-methyl-1-(3-(trifluoromethyl)benzylidene)-1H-inden-3-yl)-acetic acid